COC(C(C)(C1=CC(=CC=C1)F)C)=O methyl-2-(3-fluoro-phenyl)-propionic acid methyl ester